BrC=1C=NC(=NC1)N1CCC(CC1)C(=O)OC(C)(C)C tert-Butyl 1-(5-bromopyrimidin-2-yl)piperidine-4-carboxylate